[N+](=O)([O-])C1=CC=C(C=C1)OC(=O)N1CC2(C1)CC(C2)N2N=CN=C2C2CC2 6-(5-cyclopropyl-1H-1,2,4-triazol-1-yl)-2-azaspiro[3.3]heptane-2-carboxylic acid 4-nitrophenyl ester